3-({[(4R)-7-[(4-methoxyphenyl)(methyl)amino]-3,4-dihydro-2H-1-benzopyran-4-yl]methyl}amino)pyridine-4-carboxylic acid COC1=CC=C(C=C1)N(C1=CC2=C([C@@H](CCO2)CNC=2C=NC=CC2C(=O)O)C=C1)C